C(=O)O.COC1=CC=C(C=C1)C1=NOC(=N1)N1CCC(CC1)C(=O)NCC1CCN(CC1)C 1-(3-(4-Methoxyphenyl)-1,2,4-oxadiazol-5-yl)-N-((1-methylpiperidin-4-yl)methyl)piperidine-4-carboxamide formate